NC([C@H](C[C@H]1C(NCC1)=O)NC([C@H]([C@H]1OC2=C(C1)C=CC=C2)N2C(=CC1=C(C=CC=C21)OC)C(=O)N)=O)=O ((S)-2-(((S)-1-amino-1-oxo-3-((S)-2-oxopyrrolidin-3-yl)propan-2-yl)amino)-1-((S)-2,3-dihydrobenzofuran-2-yl)-2-oxoethyl)-4-methoxy-1H-indole-2-carboxamide